ClC1=CC=C(C=C1)N[C@H](C(=O)C1=CC2=CC=CC=C2C=C1)C1=CC=C(C=C1)F (S)-2-((4-Chlorophenyl)amino)-2-(4-fluorophenyl)-1-(naphthalen-2-yl)ethane-1-one